ethyl 2-cyano-2-(thiazol-2-yldiazenyl)acetate C(#N)C(C(=O)OCC)N=NC=1SC=CN1